2-((3,5-dichloro-4-((2a-methyl-2-oxo-1,2,2a,3,4,5-hexahydrobenzo[cd]indol-6-yl)oxy)phenyl)amino)-2-oxoacetic acid ClC=1C=C(C=C(C1OC1=C2C=3C(C(NC3C=C1)=O)(CCC2)C)Cl)NC(C(=O)O)=O